methyl 2-(cyanomethyl)-3H-imidazo[4,5-b]pyridine-6-carboxylate C(#N)CC1=NC=2C(=NC=C(C2)C(=O)OC)N1